[2-fluoro-3-(4,4,5,5-tetramethyl-1,3,2-dioxaborolan-2-yl)phenyl]methanol FC1=C(C=CC=C1B1OC(C(O1)(C)C)(C)C)CO